5-bromo-6-fluorobenzo[b]thiophene 1,1-dioxide BrC1=CC2=C(S(C=C2)(=O)=O)C=C1F